2-[(3-fluoro-1-adamantyl)amino]-1-methyl-4H-imidazol-5-one FC12CC3(CC(CC(C1)C3)C2)NC=2N(C(CN2)=O)C